C[C@H]1CC[C@H](CN1C(CC1=CC=C(C=C1)[N+](=O)[O-])=O)C(=O)O (3R,6S)-6-methyl-1-(2-(4-nitrophenyl)acetyl)piperidine-3-carboxylic acid